BrC=1C=C2C(=NC=NC2=CC1)N1CC=2C=C(C=NC2CC1)C(F)(F)F 6-bromo-4-[3-(trifluoromethyl)-7,8-dihydro-5H-1,6-naphthyridin-6-yl]quinazoline